BrC1=CC(=C(C=C1OC)O)C 4-bromo-5-methoxy-2-methylphenol